FC1C(CCC1)O 2-fluorocyclopentan-1-ol